2-(Cyclobutylamino)-6-(1-piperidyl)pyridine-4-carboxylic acid C1(CCC1)NC1=NC(=CC(=C1)C(=O)O)N1CCCCC1